OC1(C(N(CC1)C)=O)C1=NOC(=C1)C=1C=C(C=CC1)B(O)O (3-(3-(3-Hydroxy-1-methyl-2-oxopyrrolidin-3-yl)isoxazol-5-yl)phenyl)boronic acid